C(C1CC(C(C(C1)C(C)CCC)N)C(C)CCC)C1CC(C(C(C1)C(C)CCC)N)C(C)CCC 4,4'-methylenebis(2,6-di(sec-amyl)cyclohexylamine)